3-[3-[2-(Carboxymethoxy)-4-prop-2-enoxyphenyl]-3-oxoprop-1-enyl]benzoic acid C(=O)(O)COC1=C(C=CC(=C1)OCC=C)C(C=CC=1C=C(C(=O)O)C=CC1)=O